The molecule is a marine-derived polyketide endoperoxide that exhibits strong inhibitory activity against the opportunistic fungal pathogens Candida albicans, Cryptococcus neoformans and Aspergillus fumigatus. It has a role as an antifungal agent and a marine metabolite. It is a monocarboxylic acid, an organic peroxide, a member of dioxanes and a polyketide. CC/C=C/C(CC)CCC[C@]1(C[C@@H]([C@@H](OO1)CC(=O)O)CC)CC